2-(3-((2-azabicyclo[3.1.0]hexan-1-yl)ethynyl)pyridin-4-yl)-3-((3-fluoro-2-methoxyphenyl)amino)-1,5,6,7-tetrahydro-4H-pyrrolo[3,2-c]pyridin-4-one C12(NCCC2C1)C#CC=1C=NC=CC1C1=C(C=2C(NCCC2N1)=O)NC1=C(C(=CC=C1)F)OC